O1CCN(CC1)C(CC1=CC(=C(C=C1)N1CCCCC1)[N+](=O)[O-])=O 1-morpholino-2-(3-nitro-4-(piperidin-1-yl)phenyl)ethan-1-one